C1(=CC=CC2=CC=CC=C12)S(=O)(=O)O.C(C)C=1C=C(C(=O)NC2=CC3=NC4=C(C=CC=C4C3=CC=C2)NCCC)C=CC1 7-(3-ethylbenzoyl)amino-4-(propyl)aminocyclohepta[7,6-b]indole naphthalene-1-sulfonate